tert-butyl 4-((6-(2-allyl-6-((4-morpholinophenyl)amino)-3-oxo-2,3-dihydro-1H-pyrazolo[3,4-d]pyrimidin-1-yl)pyridin-2-yl)oxy)piperidine-1-carboxylate C(C=C)N1N(C2=NC(=NC=C2C1=O)NC1=CC=C(C=C1)N1CCOCC1)C1=CC=CC(=N1)OC1CCN(CC1)C(=O)OC(C)(C)C